3-(1-acetylpyrrolidin-3-yl)-9-(1-((6-chloro-2-(1-methyl-1H-1,2,4-triazol-3-yl)pyridin-3-yl)amino)ethyl)-4-ethyl-7-methyl-3,4-dihydro-5H-pyrazolo[3,4-c]isoquinolin-5-one C(C)(=O)N1CC(CC1)N1N=CC2=C1N(C(C=1C=C(C=C(C21)C(C)NC=2C(=NC(=CC2)Cl)C2=NN(C=N2)C)C)=O)CC